ClC1=C(C=CC(=C1)Cl)C=1CCCC2=C(C1C1=CC=C(C=C1)CC1CN(C1)CC(CF)F)C=CC=C2 8-(2,4-Dichlorophenyl)-9-(4-((1-(2,3-difluoropropyl)azetidin-3-yl)methyl)phenyl)-6,7-dihydro-5H-benzo[7]annulen